2-(4-chloro-3-fluorophenyl)-3-(6-methyl-1-((2-(trimethylsilyl)ethoxy)methyl)-1H-pyrazolo[3,4-b]pyridin-4-yl)-6,7-dihydro-4H-pyrazolo[5,1-c][1,4]oxazine ClC1=C(C=C(C=C1)C1=NN2C(COCC2)=C1C1=C2C(=NC(=C1)C)N(N=C2)COCC[Si](C)(C)C)F